(dibenzofuranylphenyl)(carbazolylphenyl)(spirobifluorenyl)amine C1(=CC=CC=2OC3=C(C21)C=CC=C3)C3=C(C=CC=C3)N(C=3C2(C1=CC4=CC=CC=C4C1=CC3)C=CC=C3C1=CC=CC=C1C=C32)C3=C(C=CC=C3)C3=CC=CC=2C1=CC=CC=C1NC32